BrC=1C=CC(=NC1N1N=C(C=C1C)C(F)F)N1C=NC2=C1C=CC(=C2)NC=2N=NC(=CC2)C [1-[5-bromo-6-[3-(difluoromethyl)-5-methyl-pyrazol-1-yl]-2-pyridyl]benzimidazol-5-yl]-(6-methylpyridazin-3-yl)amine